(3-acryloyloxypropyl)trimethylammonium iodide [I-].C(C=C)(=O)OCCC[N+](C)(C)C